OC=1C2=C(N=C(N1)NC(OC)=O)C(=NN2CC2=C(C=C(C=C2)CO)OC)C Methyl (7-hydroxy-1-(4-(hydroxymethyl)-2-methoxybenzyl)-3-methyl-1H-pyrazolo[4,3-d]pyrimidin-5-yl)carbamate